5-(6-aminopyrimidin-4-yl)-2-(2,4-dichlorophenyl)-1-(phenylsulfonyl)-1H-pyrrole-3-carbonitrile NC1=CC(=NC=N1)C1=CC(=C(N1S(=O)(=O)C1=CC=CC=C1)C1=C(C=C(C=C1)Cl)Cl)C#N